(R)-1-(7-fluoro-1H-indol-3-yl)propan-2-amine FC=1C=CC=C2C(=CNC12)C[C@@H](C)N